4-[3-[2,6-dichloro-4-(1-methylpyrazol-4-yl)benzoyl]-1,4-dihydro-2,3-benzoxazin-8-yl]-2-morpholine-4-ylbenzoic acid ClC1=C(C(=O)N2OCC3=C(C2)C=CC=C3C3=CC(=C(C(=O)O)C=C3)N3CCOCC3)C(=CC(=C1)C=1C=NN(C1)C)Cl